BrC1(N(C2=CC=CC=C2C12OCCC2)S(=O)(=O)C2=CC=C(C)C=C2)C(F)(F)F bromo-1'-tosyl-2'-(trifluoromethyl)-4,5-dihydro-3H-spiro[furan-2,3'-indoline]